C1(CC1)S(=O)(=O)N1N=CC(=C1)C1=NC=CC(=N1)NC1=NC=C(C(=C1)N1CCC2(CCNC2)CC1)C#CC=1C=NN(C1)C 2-(1-(cyclopropylsulfonyl)-1H-pyrazol-4-yl)-N-(5-((1-methyl-1H-pyrazol-4-yl)ethynyl)-4-(2,8-diazaspiro[4.5]dec-8-yl)pyridin-2-yl)pyrimidin-4-amine